4-(3,4-dichlorophenyl)-3,4-dihydro-1-naphthalenone ClC=1C=C(C=CC1Cl)C1CCC(C2=CC=CC=C12)=O